C(C1=CC=CC=C1)N1C(C(C(C12CCN(CC2)C(CCl)=O)=O)C)=O 4-benzyl-8-(2-chloroacetyl)-2-methyl-1-oxo-4,8-diazaspiro[4.5]decan-3-one